(3-{5-(2-acetamidopyrimidin-4-yl)-4-[3-(2,5-difluorobenzenesulfonylamino)-2-fluorophenyl]-thiazol-2-yl}-propyl)-carbamic acid tert-butyl ester C(C)(C)(C)OC(NCCCC=1SC(=C(N1)C1=C(C(=CC=C1)NS(=O)(=O)C1=C(C=CC(=C1)F)F)F)C1=NC(=NC=C1)NC(C)=O)=O